S(=O)(=O)(O)O.NC=1C=NN(C1N)CCO 4,5-Diamino-1-(2-hydroxyethyl)-1H-pyrazol Sulfat